4-(4-cyanophenyl)-1-(3-trifluoromethylphenyl)-3,4,6,7-tetrahydro-1H-pyrrolo[3,4-d]pyrimidine-2,5-dione C(#N)C1=CC=C(C=C1)C1C2=C(N(C(N1)=O)C1=CC(=CC=C1)C(F)(F)F)CNC2=O